N1=CC(=CC=C1)NC(C(OC=1C=C2C=C(N(C2=NC1)C)[Si](F)(C(C)(C)C)C(C)(C)C)C)=O N-(3-pyridyl)methyl{2-[di(tert-butyl)(fluoro)silyl]-1-methyl-1H-1,7-diazainden-5-yloxy}acetamide